OCC(CCO)CC 3-hydroxymethyl-1-pentanol